CC=1C=CC=2N(C1C=O)C=NC2 6-methylimidazo[1,5-a]pyridine-5-carbaldehyde